(R)-7-(2-(((3-chloropyridin-2-yl)oxy)methyl)pyrrolidin-1-yl)-6-methyl-4-oxo-1-(pyrazin-2-yl)-1,4-dihydroquinoline-3-carboxylic acid ClC=1C(=NC=CC1)OC[C@@H]1N(CCC1)C1=C(C=C2C(C(=CN(C2=C1)C1=NC=CN=C1)C(=O)O)=O)C